BrC1=NC(=NN1C(C)C)C(F)(F)F 5-bromo-1-isopropyl-3-(trifluoromethyl)-1H-1,2,4-triazole